(R)-1-(7-chloro-8-fluoro-2-(methylsulfanyl)-5-((triisopropylsilyl)ethynyl)pyrido[4,3-d]pyrimidin-4-yl)-3-methylpiperidin-3-ol ClC1=C(C=2N=C(N=C(C2C(=N1)C#C[Si](C(C)C)(C(C)C)C(C)C)N1C[C@@](CCC1)(O)C)SC)F